C(C)(C)(CC(C)(C)C)N(C1=CC=CC=C1)C1=CC=CC2=CC=CC=C12 tert-octyl-N-phenyl-1-naphthylamine